C12OC(CC2C=CC1)=O 2-oxabicyclo[3.3.0]oct-6-en-3-one